racemic-trans-cinnamic acid C(\C=C\C1=CC=CC=C1)(=O)O